4-[4-({(1R)-1-[3-(difluoromethyl)-2-fluorophenyl]ethyl}amino)-2-methylpyrido[3,4-d]pyrimidin-6-yl]-1,4-diazepan-2-one FC(C=1C(=C(C=CC1)[C@@H](C)NC=1C2=C(N=C(N1)C)C=NC(=C2)N2CC(NCCC2)=O)F)F